FCCN1CCC(CC1)C1=CC=C(C=C1)B1OC(C(O1)(C)C)(C)C 1-(2-fluoroethyl)-4-[4-(4,4,5,5-tetramethyl-1,3,2-dioxaborolan-2-yl)phenyl]piperidine